3,5-dibromo-4-fluoroaniline BrC=1C=C(N)C=C(C1F)Br